C1(=CC=CC=C1)S(=O)(=O)[O-].[Na+] sodium benzenesulphonate